BrC1=CC=C(C=C1)C(C(=O)C1=CC=CC=C1)C 2-(4-bromophenyl)-1-phenylpropan-1-one